2-(2-isopropylphenyl)-7-methyl-9-(4-(4-(trifluoromethyl)thiazol-2-yl)benzyl)-7,9-dihydro-8H-purin-8-imine C(C)(C)C1=C(C=CC=C1)C1=NC=C2N(C(N(C2=N1)CC1=CC=C(C=C1)C=1SC=C(N1)C(F)(F)F)=N)C